tert-butyl 5-((2-(2,6-dioxo-1-((2-(trimethylsilyl) ethoxy) methyl) piperidin-3-yl)-1-oxoisoindolin-5-yl) oxy)-2,2-dimethyl-fluoropiperidine-1-carboxylate O=C1N(C(CCC1N1C(C2=CC=C(C=C2C1)OC1CC(C(N(C1)C(=O)OC(C)(C)C)(C)C)F)=O)=O)COCC[Si](C)(C)C